C(C)(C)(C)OC(=O)N1[C@@H](CCC1)C=1C=C(C=C2CCOCC12)C1=CC(=CN1)C#N (S)-5-(8-(1-(tert-butoxycarbonyl)pyrrolidin-2-yl)isochroman-6-yl)-3-cyano-1H-pyrrole